5-((dimethoxyphosphoryl) methyl)-3-methylphenyl phosphate P(=O)(OC1=CC(=CC(=C1)CP(=O)(OC)OC)C)([O-])[O-]